NC1=CC=C(N=N1)C#N 6-amino-pyridazine-3-carbonitrile